naphtho[1,2-b]furan-2(3H)-one O1C2=C(CC1=O)C=CC1=CC=CC=C12